2-{5-[(R)-(1,3-Dimethyl-azetidin-3-yl)-hydroxy-(4-isopropyl-phenyl)-methyl]-pyridin-3-yl}-8-oxa-2-aza-spiro[4.5]decan CN1CC(C1)(C)[C@@](C=1C=C(C=NC1)N1CC2(CC1)CCOCC2)(C2=CC=C(C=C2)C(C)C)O